FC=1C=CC2=C(N=C(S2)S)C1 5-fluorobenzothiazol-2-thiol